tert-butyl (3aR,6aR)-1-((4-(pyridin-3-yl)phenyl)sulfonyl)hexahydropyrrolo-[3,4-b]pyrrole-5(1H)-carboxylate N1=CC(=CC=C1)C1=CC=C(C=C1)S(=O)(=O)N1[C@@H]2[C@H](CC1)CN(C2)C(=O)OC(C)(C)C